4-fluoroisatoic anhydride FC=1C=C2C(C(=O)OC(N2)=O)=CC1